C1(CCCC1)C1=CC(=C2C=NC(=NN21)NC2CCN(CC2)S(=O)(=O)C)C 7-cyclopentyl-5-methyl-N-(1-(methylsulfonyl)piperidin-4-yl)pyrrolo[2,1-f][1,2,4]triazin-2-amine